FC(OC1=CC=C(C=C1)N1N=NC(=C1)CO[C@@H]([C@@](CN1N=CN=C1)(O)C1=C(C=C(C=C1)F)F)C)(F)F (2R,3R)-3-((1-(4-trifluoromethoxyphenyl)-1H-1,2,3-triazole-4-yl)-methoxyl)-2-(2,4-difluorophenyl)-1-(1H-1,2,4-triazole-1-yl)butane-2-ol